(2S,4R)-N-[3,3-bis(hydroxymethyl)cyclobutyl]-1-[(2S)-2-(4-cyclopropyltriazol-1-yl)-3,3-dimethyl-butanoyl]-4-hydroxy-pyrrolidine-2-carboxamide OCC1(CC(C1)NC(=O)[C@H]1N(C[C@@H](C1)O)C([C@H](C(C)(C)C)N1N=NC(=C1)C1CC1)=O)CO